COC1=C(OC2CN(C2)[C@@H]2[C@H](CCCC2)OC=2C=C3CN(C(C3=CC2)=O)C2C(NC(CC2)=O)=O)C=CC=C1 3-(5-(((1S,2S)-2-(3-(2-methoxyphenoxy)azetidin-1-yl)cyclohexyl)oxy)-1-oxoisoindolin-2-yl)piperidine-2,6-dione